The molecule is a glycosylglycerol derivative in which the glycosyl moiety of glycosyl-sn-glycerol is N-acetyl-beta-D-glucosaminyl-(1->3)-[(D-glyceric acid)-(2->1)]-beta-D-glucosaminyl-(6-phospho-6)-N-acetyl-beta-D-glucosaminyl-(1->3)-[(D-glyceric acid)-(2->1)]-beta-D-glucosaminyl-(6-phospho-6)-N-acetyl-beta-D-glucosaminyl-(1->3)-[(D-glyceric acid)-(2->1)]-beta-D-glucosaminyl-(6-phospho-6)-beta-D-glucosyl-(1->6)-beta-D-glucosyl-(1->6)-beta-D-glucosyl attached at O-3, with O-1 and O-2 both carrying myristoyl substituents. Synthetic C. difficile lipoteichoic acid (LTA) molecule consisting of lipid + core region and three [(->6)-alpha-D-GlcpNAc-(1->3)-[P-6]-alpha-D-GlcpNAc-(1->2)-D-GroA polymeric repeats (where P-6 is a phosphodiester bridge and GroA is glyceric acid). It is a glycosylglycerol derivative and a lipoteichoic acid. It derives from a 1,2-ditetradecanoyl-sn-glycerol. CCCCCCCCCCCCCC(=O)OC[C@H](CO[C@H]1[C@@H]([C@H]([C@@H]([C@H](O1)CO[C@H]2[C@@H]([C@H]([C@@H]([C@H](O2)CO[C@H]3[C@@H]([C@H]([C@@H]([C@H](O3)COP(=O)(O)OC[C@@H]4[C@H]([C@@H]([C@H]([C@H](O4)O[C@H](CO)C(=O)O)NC(=O)C)O[C@@H]5[C@@H]([C@H]([C@@H]([C@H](O5)COP(=O)(O)OC[C@@H]6[C@H]([C@@H]([C@H]([C@H](O6)O[C@H](CO)C(=O)O)NC(=O)C)O[C@@H]7[C@@H]([C@H]([C@@H]([C@H](O7)COP(=O)(O)OC[C@@H]8[C@H]([C@@H]([C@H]([C@H](O8)O[C@H](CO)C(=O)O)NC(=O)C)O[C@@H]9[C@@H]([C@H]([C@@H]([C@H](O9)CO)O)O)NC(=O)C)O)O)O)NC(=O)C)O)O)O)NC(=O)C)O)O)O)O)O)O)O)O)O)O)OC(=O)CCCCCCCCCCCCC